1-(cyclopropyl)cyclopropanecarbohydrazide C1(CC1)C1(CC1)C(=O)NN